CCC(=O)SCCNC(CCNC([C@@H](C(COP(OP(OC[C@@H]1[C@H]([C@H]([C@@H](O1)N1C=NC=2C(N)=NC=NC12)O)OP(=O)(O)O)(=O)O)(=O)O)(C)C)O)=O)=O alpha-methylacetylcoenzyme A